2-(3,5-Di-tert-butyl-2-hydroxyphenyl)-5-chlorobenzotriazole C(C)(C)(C)C=1C(=C(C=C(C1)C(C)(C)C)N1N=C2C(=N1)C=CC(=C2)Cl)O